CN(C)CS Dimethylaminomethanethiol